COC1=CC=C(C=C1)[C@@H]2CCC3=C(O2)C=C(C=C3)O The molecule is a hydroxyflavan that is (2S)-flavan substituted by a hydroxy group at position 7 and a methoxy group at position 4'. It has a role as a plant metabolite. It is a hydroxyflavan and a methoxyflavan. It derives from a (2S)-flavan.